C(C)(=O)C1=CC(=C2C(N(C(C2=C1)=O)CC1=NC=C(C=C1)Cl)(OC)C1=CC=C(C=C1)Cl)F 6-acetyl-3-(4-chlorophenyl)-2-[(5-chloropyridin-2-yl)methyl]-4-fluoro-3-methoxy-2,3-dihydro-1H-isoindol-1-one